2-methyl-6-[({5-[5-(trifluoromethyl)-1,2,4-oxadiazol-3-yl]pyridin-2-yl}methyl)amino]-2,3-dihydro-1H-isoindol-1-one CN1C(C2=CC(=CC=C2C1)NCC1=NC=C(C=C1)C1=NOC(=N1)C(F)(F)F)=O